N1C=C(C2=CC=CC=C12)C[C@H]1N(CCC2=CC(=C(C=C12)OC)OC)CCS(=O)(=O)C (R)-1-((1H-indol-3-yl)methyl)-6,7-dimethoxy-2-(2-(methylsulfonyl)ethyl)-1,2,3,4-tetrahydroisoquinoline